FC=1C(=CC(=C(C1)N1C(C=CC2=CC(=CC=C12)S(=O)(=O)N(CC1=CC=C(C=C1)OC)C1=NOC=C1)=O)OC)C1CC(C1)C(F)(F)F (P)-1-(5-fluoro-2-methoxy-4-(3-(trifluoromethyl)cyclobutyl)phenyl)-N-(isoxazol-3-yl)-N-(4-methoxybenzyl)-2-oxo-1,2-dihydroquinoline-6-sulphonamide